methyl 11-((5-methoxy-3-methyl-5-oxopentyl)oxy)undecanoate COC(CC(CCOCCCCCCCCCCC(=O)OC)C)=O